tert-butyl (S)-6-(5-(1-(3-chloro-5-(trifluoromethyl) benzamido)ethyl)-3-methyl-1H-1,2,4-triazol-1-yl)nicotinate ClC=1C=C(C(=O)N[C@@H](C)C2=NC(=NN2C2=NC=C(C(=O)OC(C)(C)C)C=C2)C)C=C(C1)C(F)(F)F